ClC=1C=C(C=CC1)C#CC1=CN=C2N1CCN(C2)C(=O)N(CC)CC 3-[(3-Chlorophenyl)ethynyl]-N,N-diethyl-5,6-dihydroimidazo[1,2-a]pyrazine-7(8H)-carboxamide